4-(methylthio)-2-oxobutanoic acid sodium salt [Na+].CSCCC(C(=O)[O-])=O